N=1N2C(=CC1C(=O)OC)CCC2 methyl 5,6-dihydro-4H-pyrrolo[1,2-b]pyrazole-2-carboxylate